OC[C@H](C(=O)O)C (R)-2-hydroxymethylpropionic acid